7-(1-(3-fluoro-5-methylphenyl)-2-hydroxyethoxy)-3,4-dihydroisoquinolin-1(2H)-one FC=1C=C(C=C(C1)C)C(CO)OC1=CC=C2CCNC(C2=C1)=O